2-Methyl-6,7-dihydro[1,3]oxazolo[5,4-c]pyridin-4(5H)-one CC=1OC=2C(NCCC2N1)=O